C(C)(C)(C)OC(=O)N1CC=C(CC1)B1OC(C(O1)(C)C)(C)C.COC=1C=C(C=CC1OC)S(=O)(=O)NC1=CC=C(C=C1)S(NC1=C(C(=CC=C1)Cl)C)(=O)=O 3,4-dimethoxy-N-(4-(N-(3-chloro-2-methylphenyl)sulfamoyl)phenyl)benzenesulfonamide tert-butyl-4-(4,4,5,5-tetramethyl-1,3,2-dioxaborolan-2-yl)-5,6-dihydropyridine-1(2H)-carboxylate